glyceryl-ethyl hexanoate C(CCCCC)(=O)OCCCC(O)CO